The molecule is a 2,3-diacyl-sn-glycerol in which the acyl groups at positions 2 and 3 are specified as palmitoyl and oleoyl respectively. It derives from a hexadecanoic acid and an oleic acid. CCCCCCCCCCCCCCCC(=O)O[C@H](CO)COC(=O)CCCCCCC/C=C\\CCCCCCCC